C(C)(C)C1=C(NC2=CC=C(C=C12)C1CCN(CC1)CC1=NN(C=C1)C)C=1C(=CC=2N(C1)N=NN2)C 6-(3-isopropyl-5-(1-((1-methyl-1H-pyrazol-3-yl)methyl)piperidin-4-yl)-1H-indol-2-yl)-7-methyltetrazolo[1,5-a]pyridine